O=C(C[C@@H]1N(CCCC1)C=1C=C(C(NN1)=O)C(F)(F)F)N1CCN(CC1)C1=NC=C(C=N1)C(F)(F)F (R)-6-(2-(2-oxo-2-(4-(5-(trifluoromethyl)pyrimidin-2-yl)piperazin-1-yl)ethyl)piperidin-1-yl)-4-(trifluoromethyl)pyridazin-3(2H)-one